FC(F)(F)S (trifluoromethyl)sulfane